NC=1N=C(SC1C(C1=CC=C(C=C1)OCC(=O)NC1=CC=C(C=C1)Cl)=O)N(C1=CC=C(C=C1)F)C(C(=O)N)C (N-[4-amino-5-[4-[2-(4-chloroanilino)-2-oxo-ethoxy]benzoyl]thiazol-2-yl]-4-fluoro-anilino)propanamide